N-(2-(2-aminoacetamido)ethyl)-4-((3-(1-(2,2-difluoroethyl)-3-(trifluoromethyl)-1H-pyrazol-4-yl)imidazo[1,2-a]pyrazin-8-yl)amino)-2-ethylbenzamide formate C(=O)O.NCC(=O)NCCNC(C1=C(C=C(C=C1)NC=1C=2N(C=CN1)C(=CN2)C=2C(=NN(C2)CC(F)F)C(F)(F)F)CC)=O